(1r,4r)-N1-(5-(3-(6-Aminopyridin-3-yl)-1-methyl-1H-indazole-5-carboxamido)-2-methylphenyl)-N1-methylcyclohexane-1,4-dicarboxamide NC1=CC=C(C=N1)C1=NN(C2=CC=C(C=C12)C(=O)NC=1C=CC(=C(C1)N(C(=O)C1CCC(CC1)C(=O)N)C)C)C